CC=1C=C(C=C(C1)C)NC(=S)NC1=CC(=CC(=C1)C)C N,N'-di(3,5-dimethylphenyl)thiourea